C1(=CC=CC=C1)C=1C(=C(C=CC1)[S+](C1=CC=CC=C1)C1=CC=C(C=C1)OC=1SC=CC1)C1=CC=CC=C1 diphenyl-(4-thiophenoxyphenyl)diphenylsulfonium